3-hydroxy-5-(trifluoromethoxy)benzaldehyde OC=1C=C(C=O)C=C(C1)OC(F)(F)F